N1C(C(NCC1)=O)=O Piperazine-2,3-dione